3-({4-[({2-methyl-4-[methyl(methylsulfonyl)amino]pyrimidin-5-yl}methyl)amino]-5-(trifluoromethyl)pyrimidin-2-yl}amino)benzamide CC1=NC=C(C(=N1)N(S(=O)(=O)C)C)CNC1=NC(=NC=C1C(F)(F)F)NC=1C=C(C(=O)N)C=CC1